2-chloro-3-(tetrahydropyran-4-carboxamido)-4-(difluoromethoxy)benzoic acid ClC1=C(C(=O)O)C=CC(=C1NC(=O)C1CCOCC1)OC(F)F